ClC=1C(=C2C=NNC2=C(C1F)C1C(CCC1)O)C=1N=CC=2N(C1)C=C(N2)NC(=O)C2C(C2)F N-(6-(5-chloro-6-fluoro-7-(2-hydroxycyclopentyl)-1H-indazol-4-yl)imidazo[1,2-a]pyrazin-2-yl)-2-fluorocyclopropane-1-carboxamide